hydroxymethyl-p-octyl-phenol OCC1=C(C=CC(=C1)CCCCCCCC)O